2,4,6-trimethylphenyl-magnesium chloride CC1=C(C(=CC(=C1)C)C)[Mg]Cl